zirconium titanium lead oxide [Pb]=O.[Ti].[Zr]